COCC1=NN(C(=C1)C(=O)[O-])C.[Li+].C1(=CC=CC2=CC=CC=C12)[Si](OCC)(OCC)OCC 1-naphthyltriethoxysilane lithium 3-(methoxymethyl)-1-methyl-1H-pyrazole-5-carboxylate